Ethyl 3-(1,1-difluoroethyl)-4-methyl-1-(((cis)-3-(trifluoromethyl)cyclobutyl)methyl)-1H-pyrazole-5-carboxylate FC(C)(F)C1=NN(C(=C1C)C(=O)OCC)C[C@@H]1C[C@@H](C1)C(F)(F)F